OC(COC=1C=C(C=2N(C1)N=CC2C#N)C=2C=NC(=CC2)N2CC1C(C2)CC(C1)OC=1C=NC(=CC1)OC)(C)C 6-(2-Hydroxy-2-methylpropoxy)-4-(6-(5-((6-methoxypyridin-3-yl)oxy)hexahydrocyclopenta[c]pyrrol-2(1H)-yl)pyridin-3-yl)pyrazolo[1,5-a]pyridine-3-carbonitrile